6-chloro-N-[(4-methyl-2-morpholino-3-pyridinyl)methyl]pyridazine-4-carboxamide ClC1=CC(=CN=N1)C(=O)NCC=1C(=NC=CC1C)N1CCOCC1